2-[(2-Fluoroacetyl)-[[(2S)-1-(3-phenylpropanoyl)pyrrolidine-2-carbonyl]amino]amino]acetamide 2-Methyl-2-Pentenoate CC(C(=O)O)=CCC.FCC(=O)N(CC(=O)N)NC(=O)[C@H]1N(CCC1)C(CCC1=CC=CC=C1)=O